6-chloro-7-methylchromone-3-formaldehyde ClC=1C=C2C(C(=COC2=CC1C)C=O)=O